ethyl 2-(2-((6-(3-(aminomethyl)phenyl)imidazo[1,2-a]pyridin-3-yl)methoxy)phenyl)acetate NCC=1C=C(C=CC1)C=1C=CC=2N(C1)C(=CN2)COC2=C(C=CC=C2)CC(=O)OCC